C1(CCC1)N1N=CC(=C1)C1=C(C(=O)OC)C=C(C=C1)NC(=O)C1(CC1)C1=C(C=CC(=C1)F)F Methyl 2-(1-cyclobutyl-1H-pyrazol-4-yl)-5-({[1-(2,5-difluorophenyl) cyclopropyl] carbonyl} amino)benzoate